C(C)(=O)C=1OC=C(N1)C(=O)N[C@H](C(=O)NC=1C(N(C=CC1)CC(=O)NC12CC(C1)C2)=O)CCC(C(=O)NCC)=O (S)-2-(2-acetyloxazole-4-carboxamido)-N1-(1-(2-(bicyclo[1.1.1]pentan-1-ylamino)-2-oxoethyl)-2-oxo-1,2-dihydropyridin-3-yl)-N6-ethyl-5-oxohexanediamide